Tert-butyl 3-(hydroxymethyl)-3-phenethylpiperidine-1-carboxylate OCC1(CN(CCC1)C(=O)OC(C)(C)C)CCC1=CC=CC=C1